C(C1=CC=CC=C1)N1CC(NC2=CC=CC=C12)=O 4-benzyl-3,4-dihydroquinoxalinone